2-(2-(6-hydroxy-2,3-dihydro-1H-xanthene-4-yl)vinyl)-6-methyl-4H-thiabenzene OC=1C=C2OC3=C(CCCC3=CC2=CC1)C=CC=1SC(=CCC1)C